ONC(CC1=CC(=CC=C1)NC(CC1=CC2=CC=CC=C2C=C1)=O)=O N-hydroxy-2-(3-(2-(naphthalen-2-yl)acetamido)phenyl)acetamide